2,6-dichloro-N-((R)-1-((trans)-4-(6-fluoroquinolin-4-yl)cyclohexyl)propan-2-yl)quinazolin-4-amine ClC1=NC2=CC=C(C=C2C(=N1)N[C@@H](C[C@@H]1CC[C@H](CC1)C1=CC=NC2=CC=C(C=C12)F)C)Cl